BrC1=NC(=CC(=C1)Cl)C1=CC=C(C=C1)OC 2-bromo-4-chloro-6-(4-methoxyphenyl)pyridine